BrC1=CC=CC=2C3=C(OC21)C=CC(=C3)Cl 6-bromo-2-chlorodibenzo[b,d]furan